methyl (S)-2-(4,4-difluoro-9-oxo-2-(1H-pyrazol-4-yl)-4,5,6,7,8,9-hexahydro-3-oxa-1-thia-5a,8-diazabenzo[cd]azulen-7-yl)acetate FC1(CN2C=3C(=C(SC3C(N[C@H](C2)CC(=O)OC)=O)C=2C=NNC2)O1)F